O=C1NC(=NO1)C1(CCC1)N1C(=CC2=CC(=CC=C12)C1CCOCC1)C(=O)O 1-[1-(5-oxo-4H-1,2,4-oxadiazol-3-yl)cyclobutyl]-5-tetrahydropyran-4-yl-indole-2-carboxylic acid